FC1=C(CN2[C@@H](CCC2=O)CC(=O)N[C@@H](C(C)C)C(=O)OC(C)(C)C)C=CC=C1F tert-Butyl (2-((S)-1-(2,3-difluorobenzyl)-5-oxopyrrolidin-2-yl)acetyl)-L-valinate